ClC=1N(N=C2C(NN=CC21)=O)CC2=C(C=CC=C2)F 3-Chloro-2-(2-fluorobenzyl)-2,6-dihydro-7H-pyrazolo[3,4-d]pyridazin-7-one